C1(CCCCC1)CCC(=O)OCCC(CCC(CCC(CCCCC)CCS[C@H]1[C@@H](CCCC1)OC(CCC1CCCCC1)=O)=O)CCCCC |o1:28,29| 9-(2-(((1R*,2R*)-2-((3-Cyclohexylpropanoyl)oxy)cyclohexyl)thio)ethyl)-6-oxo-3-pentyltetradecyl 3-cyclohexylpropanoate